4-(3-(2-methoxyethyl)-2-methyl-5-(3-(m-tolyl)-1H-pyrazol-1-yl)-3H-imidazo[4,5-b]pyridin-7-yl)morpholine COCCN1C(=NC=2C1=NC(=CC2N2CCOCC2)N2N=C(C=C2)C=2C=C(C=CC2)C)C